7-(4-((1R,2S)-6-(benzyloxy)-2-phenyl-1,2,3,4-tetrahydronaphthalene-1-yl)phenyl)-7-azaspiro[3.5]nonan-2-one C(C1=CC=CC=C1)OC=1C=C2CC[C@@H]([C@@H](C2=CC1)C1=CC=C(C=C1)N1CCC2(CC(C2)=O)CC1)C1=CC=CC=C1